2-hydroxy-4-(morpholinomethyl)benzaldehyde OC1=C(C=O)C=CC(=C1)CN1CCOCC1